IC1=CN(C2=CC=C(C=C2C1=O)N)C 3-iodo-1-methyl-6-aminoquinolin-4(1H)-one